3,4,4-trimethyl-2,5-dioxoimidazolidin CN1C(NC(C1(C)C)=O)=O